5-(2-methylpyridin-4-yl)-N-(2-morpholino-5-(piperidin-1-yl)thiazolo[4,5-b]pyridin-6-yl)furan-2-carboxamide tert-butyl-(6S)-6-phenyl-4,7-diazaspiro[2.5]octane-7-carboxylate C(C)(C)(C)OC(=O)N1[C@H](CNC2(CC2)C1)C1=CC=CC=C1.CC1=NC=CC(=C1)C1=CC=C(O1)C(=O)NC=1C=C2C(=NC1N1CCCCC1)N=C(S2)N2CCOCC2